C(C1=CC=CC=C1)OC1(CCNCC1)COC1=C2CCC(NC2=CC=C1)=O 5-((4-(benzyloxy)piperidin-4-yl)methoxy)-3,4-dihydroquinolin-2(1H)-one